ClC1=CC(=C(C=C1S)N1C(N(C(=C(C1=O)C(F)(F)F)C(F)(F)F)C)=O)F 3-(4-Chloro-2-fluoro-5-mercaptophenyl)-1-methyl-5,6-ditrifluoromethyl-1H-pyrimidin-2,4-dion